N1(CCNCC1)CCNCCC[Si](OC)(OC)C N-(piperazinylethyl)-3-aminopropylmethyldimethoxysilane